benzyl 3-(4-chlorophenyl)-3-[[4-[4-(trifluoromethyl)phenoxy]phenyl]sulfonylamino]pyrrolidine-1-carboxylate ClC1=CC=C(C=C1)C1(CN(CC1)C(=O)OCC1=CC=CC=C1)NS(=O)(=O)C1=CC=C(C=C1)OC1=CC=C(C=C1)C(F)(F)F